BrC1=CC(=C2C=CC(=NC2=C1)\C=C\C1=NC=CC(=N1)C)OC E-7-bromo-5-methoxy-2-(2-(4-methylpyrimidin-2-yl)vinyl)quinoline